3-iodo-6,6-dimethyl-4,5,6,7-tetrahydro-1H-indazole IC1=NNC=2CC(CCC12)(C)C